(S)-3-((3-(2-(4-chlorophenyl)-2-hydroxyethyl)-1,2,4-oxadiazol-5-yl)methyl)-1-methyl-5,7-dihydrofuro[3,4-d]pyrimidine-2,4(1H,3H)-dione ClC1=CC=C(C=C1)[C@H](CC1=NOC(=N1)CN1C(N(C2=C(C1=O)COC2)C)=O)O